O=S1(CCCCC1)=O 1,1-dioxo-thiane